diethoxy-1-phenyl-ethanone C(C)OC(C(=O)C1=CC=CC=C1)OCC